ClC=1C=C(\C=C/2\C(C3=CC=C(C=C3C2)O)=O)C=C(C1)Cl (E)-2-(3,5-dichlorobenzylidene)-5-hydroxy-2,3-dihydro-1H-inden-1-one